BrC=1C=NN(C1C1=CC=C(C(=C1C#N)C)Cl)C 6-(4-bromo-1-methyl-1H-pyrazol-5-yl)-3-chloro-2-methylbenzonitrile